BrC1=C2CN(C(C2=C(C=C1)OC)=O)C1C(NC(CC1)=O)=O 3-(4-bromo-7-methoxy-1-oxoisoindolin-2-yl)piperidine-2,6-dione